C(C)(C)(C)C1=CC=C(C=C1)N1C(=C(C(C=C1)=O)O)C 1-(4-(tertiary butyl)phenyl)-3-hydroxy-2-methylpyridin-4(1H)-one